5-((4-fluorobenzyl)oxy)-4-formyl-6-methyl-1,3-phenylene bis(4-methylbenzene-sulfonate) CC1=CC=C(C=C1)S(=O)(=O)OC1=CC(=C(C(=C1C)OCC1=CC=C(C=C1)F)C=O)OS(=O)(=O)C1=CC=C(C=C1)C